2-((3,5-dimethylpyridin-2-yl)sulfonyl)-2-azaspiro[3.4]octan-6-one CC=1C(=NC=C(C1)C)S(=O)(=O)N1CC2(C1)CC(CC2)=O